C(CCCC)(=O)OCCCCCCCCCCCCCCCC palmityl valerate